5-(1-oxo-2-(4-(piperidin-1-yl)-3-(p-tolylcarbamoyl)phenyl)isoindolin-5-yl)tetrazol-1-ide potassium(I) [K+].O=C1N(CC2=CC(=CC=C12)C1=NN=N[N-]1)C1=CC(=C(C=C1)N1CCCCC1)C(NC1=CC=C(C=C1)C)=O